(2S,5R)-N-(2-(4-chloro-2,3-difluorophenyl)propan-2-yl)-5-(hydroxymethyl)morpholine-2-carboxamide ClC1=C(C(=C(C=C1)C(C)(C)NC(=O)[C@@H]1CN[C@@H](CO1)CO)F)F